3-(6-ethyl-5-(1H-pyrazol-4-yl)pyridin-2-yl)-1-(3-methoxybenzyl)-8-(oxetane-3-carbonyl)-1,3,8-triazaspiro[4.5]decan-2-one C(C)C1=C(C=CC(=N1)N1C(N(C2(C1)CCN(CC2)C(=O)C2COC2)CC2=CC(=CC=C2)OC)=O)C=2C=NNC2